6-anilino-2,4-diaminopyrimidine N(C1=CC=CC=C1)C1=CC(=NC(=N1)N)N